2,5-Dichlorocinnamic acid ClC1=C(C=CC(=O)O)C=C(C=C1)Cl